C(C)(C)(C)OC(=O)N(CCNNC(=O)OCC1=CC=CC=C1)CC(=O)OC benzyl 2-(2-((tert-butoxycarbonyl)(2-methoxy-2-oxoethyl)amino)ethyl)hydrazine-1-carboxylate